(+)-4-{4-[(2,4-Dimethylphenoxy)methyl]-3-methoxyphenyl}-2H,4H,5H,6H,7H-pyrazolo[3,4-b]pyridin-6-on CC1=C(OCC2=C(C=C(C=C2)C2C=3C(NC(C2)=O)=NNC3)OC)C=CC(=C1)C